trithioketone S1SSC1=O